C1(CCCC1)NC1=NC(=NC=C1C(=O)[O-])SC 4-(cyclopentylamino)-2-(Methylthio)pyrimidine-5-carboxylate